4-(3-((4-cyano-2-fluorobenzyl)oxy)-4-(prop-1-en-2-yl)-1H-pyrazol-1-yl)piperidine-1-carboxylic acid tert-butyl ester C(C)(C)(C)OC(=O)N1CCC(CC1)N1N=C(C(=C1)C(=C)C)OCC1=C(C=C(C=C1)C#N)F